hexafluorobutyl-sulfonium FC(C(F)(F)[SH2+])CC(F)(F)F